diallyltrimethylolpropane C(C=C)C(C(CO)(CO)CO)(C)CC=C